3-(3-bromopyridin-2-yl)-7-fluoro-3,4-dihydro-2H-benzo[e][1,3]oxazin-2-one BrC=1C(=NC=CC1)N1C(OC2=C(C1)C=CC(=C2)F)=O